Dimethyl 2,2'-((6-bromo-2-(methoxycarbonyl)pyridin-3-yl)azanediyl)dibenzoate BrC1=CC=C(C(=N1)C(=O)OC)N(C1=C(C(=O)OC)C=CC=C1)C1=C(C(=O)OC)C=CC=C1